C1OCC12CC(C2)NC2=NC=C(C(=N2)N[C@H]2C[C@H]([C@@H](CC2)C)O)C(=O)N 2-((2-oxaspiro[3.3]heptan-6-yl)amino)-4-(((1R,3R,4R)-3-hydroxy-4-methylcyclohexyl)amino)pyrimidine-5-carboxamide